CC1=CC=CC(=N1)C1=CC=C2C=NC(=NN21)N[C@H]2[C@@H](CN(CC2)S(=O)(=O)C)O (3R,4R)-4-((7-(6-methylpyridin-2-yl)pyrrolo[2,1-f][1,2,4]triazin-2-yl)amino)-1-(methylsulfonyl)piperidin-3-ol